C1(CCCC1)=O CyclopentaNon